(pyridin-3-ylmethoxy)-7-(4-(pyrrolidin-1-ylmethyl)benzyl)imidazo[2,1-f][1,2,4]triazin-4-amine N1=CC(=CC=C1)COC1=NN2C(C(=N1)N)=NC=C2CC2=CC=C(C=C2)CN2CCCC2